C(C)(C)(C)C1=CC=C(C=C1)C(N1CCN(CC1)CC1=C(C#N)C=CC(=C1)N(C)CCN(C)C)C1=CC=C(C=C1)C(C)(C)C 2-((4-(bis(4-tert-butylphenyl)methyl)piperazin-1-yl)methyl)-4-((2-(dimethylamino)ethyl)(methyl)amino)benzonitrile